4-((8-(benzo[d]thiazol-6-yl)-2,3-dihydro-4H-pyrido[4,3-b][1,4]thiazin-4-yl)sulfonyl)benzonitrile S1C=NC2=C1C=C(C=C2)C2=CN=CC1=C2SCCN1S(=O)(=O)C1=CC=C(C#N)C=C1